3-[2-[4-(8-chloro-4-oxo-chromen-2-yl)phenoxy]ethoxy]-2,2-dimethyl-propionic acid ClC=1C=CC=C2C(C=C(OC12)C1=CC=C(OCCOCC(C(=O)O)(C)C)C=C1)=O